5-chloro-2,4-dinitrobenzoic acid ClC=1C(=CC(=C(C(=O)O)C1)[N+](=O)[O-])[N+](=O)[O-]